CCCCCCCCCCCCCCCCCCCCC(=O)N[C@@H](CO[C@H]1[C@@H]([C@H]([C@@H]([C@H](O1)CO)O)O)O)[C@@H](/C=C/CCCCCCCCCC(C)C)O The molecule is an N-acyl-1-O-beta-D-glucosyl-15-methylhexadecasphing-4-enine in which the acyl group has 21 carbons and 0 double bonds. It derives from a 15-methylhexadecasphing-4-enine.